Tert-Butyl cis-3-amino-4-(hydroxymethyl)pyrrolidine-1-carboxylate N[C@@H]1CN(C[C@@H]1CO)C(=O)OC(C)(C)C